[Na+].O=C(C(=O)[O-])CCC(=O)[O-].[Na+] alpha-ketoglutaric acid sodium salt